C(C=C)(=O)OCCCOC1=CC=C(C=C1)O 3-(4-hydroxy-phenoxy)propyl acrylate